8-((1,3-Bis(palmitoyloxy)propan-2-yl)oxy)-8-oxooctanoic Acid C(CCCCCCCCCCCCCCC)(=O)OCC(COC(CCCCCCCCCCCCCCC)=O)OC(CCCCCCC(=O)O)=O